ClC1=NN2C(C(=N1)N)=C(C=C2)Cl 2,5-Dichloropyrrolo[2,1-f][1,2,4]triazin-4-amine